N-[(3-chloro-4-fluorophenyl)-(4-methyl-5-methylsulfonyl-1H-imidazol-2-yl)methyl]-4-methyl-6-(trifluoromethyl)pyridin-3-amine ClC=1C=C(C=CC1F)C(NC=1C=NC(=CC1C)C(F)(F)F)C=1NC(=C(N1)C)S(=O)(=O)C